benzyl {(2S)-1-oxo-3-(piperidin-4-yl)-1-[4-(pyridin-4-yl)piperazin-1-yl]propan-2-yl}carbamate dihydrochloride Cl.Cl.O=C([C@H](CC1CCNCC1)NC(OCC1=CC=CC=C1)=O)N1CCN(CC1)C1=CC=NC=C1